7-[1-(1H-imidazol-4-yl)ethyl]-5-fluoro-2,3-dihydro-1H-indene-1-one N1C=NC(=C1)C(C)C=1C=C(C=C2CCC(C12)=O)F